thiooxamide NC(=S)C(=O)N